C(#C)C1=C(C=C(C=C1)Br)N1CCC2(CC2)CC1 6-(2-ethynyl-5-bromophenyl)-6-azaspiro[2.5]octane